tert-Butyl 2-((8-(1-(tert-butoxycarbonylamino)-2-phenylethyl)-3,7-dimethyl-2,6-dioxo-2,3,6,7-tetrahydro-1H-purin-1-yl)methyl)-4-chloro-1H-indole-1-carboxylate C(C)(C)(C)OC(=O)NC(CC1=CC=CC=C1)C1=NC=2N(C(N(C(C2N1C)=O)CC=1N(C2=CC=CC(=C2C1)Cl)C(=O)OC(C)(C)C)=O)C